FC(C(=O)O)(F)F.NCC(CN1N=CN(C1=O)CC=1C=C(C=CC1)C1C(N(C2=CC=CC=C2C1)C)=O)=C(F)F [3-[[1-[2-(aminomethyl)-3,3-difluoro-allyl]-5-oxo-1,2,4-triazol-4-yl]methyl]phenyl]-1-methyl-3,4-dihydroquinolin-2-one trifluoroacetate